1-(1-benzyl-5-fluoro-1H-pyrrolo[2,3-b]pyridin-3-yl)-3-(6-(4,4-difluorocyclohexyl)pyridin-3-yl)urea C(C1=CC=CC=C1)N1C=C(C=2C1=NC=C(C2)F)NC(=O)NC=2C=NC(=CC2)C2CCC(CC2)(F)F